FC=1C=C(C=CC1N1C[C@@H](CC1)OC)C1=CC(C(=CN1C=1C=CC2=C(C=CN(C2)N2CC(C2)OCCOC)C1)C(=O)O)=O (R)-6-(3-fluoro-4-(3-methoxypyrrolidin-1-yl)phenyl)-1-(2-(3-(2-methoxyethoxy)azetidin-1-yl)benzo[d]pyridin-6-yl)-4-oxo-1,4-dihydropyridin-3-carboxylic acid